N-(1-(3-chlorophenyl)-2-hydroxyethyl)-1-(5-methyl-2-((3-(1,2,3,6-tetrahydro-pyridin-4-yl)-1H-indol-5-yl)amino)-pyrimidin-4-yl)-1H-pyrrole-3-carboxamide hydrochloride Cl.ClC=1C=C(C=CC1)C(CO)NC(=O)C1=CN(C=C1)C1=NC(=NC=C1C)NC=1C=C2C(=CNC2=CC1)C=1CCNCC1